N-(3-chloro-4-fluorophenyl)-4-(5-hydroxy-5-(2-methyl-5-vinyl-2H-1,2,3-triazol-4-yl)octahydropentalen-2-yl)-1-methyl-1H-imidazole-5-carboxamide ClC=1C=C(C=CC1F)NC(=O)C1=C(N=CN1C)C1CC2CC(CC2C1)(C1=NN(N=C1C=C)C)O